C1(=CC=C2C=CC=3C(=CC=C4C=CC1=C2C34)C=O)C=O pyrene-1,6-dicarboxaldehyde